(R)-4-butyl-6,6a,7,8,9,10-hexahydro-5H-pyrazino[1,2-a][1,8]naphthyridine C(CCC)C=1C=2CC[C@H]3N(C2N=CC1)CCNC3